1-(6-chloro-2-fluoro-3-methylbenzyl)-3,4-dimethyl-2-oxo-N-(2,4,6-trifluorobenzyl)-1,2,3,4-tetrahydroquinazoline-7-carboxamide ClC1=CC=C(C(=C1CN1C(N(C(C2=CC=C(C=C12)C(=O)NCC1=C(C=C(C=C1F)F)F)C)C)=O)F)C